(S)-3-((5-chloro-2-((2-(difluoromethoxy)-4-(2,4-dimethylpiperazin-1-yl)phenyl)amino)pyrimidin-4-yl)amino)thiophene-2-carboxamide ClC=1C(=NC(=NC1)NC1=C(C=C(C=C1)N1[C@H](CN(CC1)C)C)OC(F)F)NC1=C(SC=C1)C(=O)N